C(C)(C)(C)OC(=O)N1C[C@]([C@@H](C1)COS(=O)(=O)C)(COS(=O)(=O)C)C Trans-3-methyl-3,4-bis(((methylsulfonyl)oxy)methyl)pyrrolidine-1-carboxylic acid tert-butyl ester